Methyl 2-(1,3-bis(2,4-difluorophenyl)-5-methyl-4-(thiophen-3-yl)-4,5-dihydro-1H-pyrazole-5-carboxamido)acetate FC1=C(C=CC(=C1)F)N1N=C(C(C1(C(=O)NCC(=O)OC)C)C1=CSC=C1)C1=C(C=C(C=C1)F)F